NC1=NC=C(C=C1C1=CC=C(C=C1)S(=O)(=O)N(C)C)Br 4-(2-amino-5-bromopyridin-3-yl)-N,N-dimethylbenzene-1-sulfonamide